tri(dimethyl-amide) gallium [Ga+3].C[N-]C.C[N-]C.C[N-]C